O=C1NC(CCC1N1CC2=CC=C(C=C2C1=O)CNC(O[C@@H](C)C1CC1)=O)=O (1S)-1-cyclopropylethyl N-{[2-(2,6-dioxopiperidin-3-yl)-3-oxo-2,3-dihydro-1H-isoindol-5-yl]methyl}carbamate